3-Chloro-6-(2-fluoro-3-methyl-4-(trifluoromethyl)phenyl)picolinic acid ClC=1C(=NC(=CC1)C1=C(C(=C(C=C1)C(F)(F)F)C)F)C(=O)O